C1(=CC=C(C=C1)NC(CBr)=O)C N-(p-tolyl)-2-bromo-acetamide